4-benzoyl-4-methyl-6-(4-methoxyphenyl)-5-hexynonitrile C(C1=CC=CC=C1)(=O)C(CCC#N)(C#CC1=CC=C(C=C1)OC)C